ClC1=C(C(=C2C(=N1)COC2)C)C#N 2-Chloro-4-methyl-5,7-dihydro-furo[3,4-b]pyridine-3-carbonitrile